2-(2,6-dioxopiperidin-3-yl)-5-((4-(pyridazin-3-yl)piperazin-1-yl)methyl)isoindoline-1,3-dione O=C1NC(CCC1N1C(C2=CC=C(C=C2C1=O)CN1CCN(CC1)C=1N=NC=CC1)=O)=O